NC1=C(C(NC2=CC(=C(C=C12)F)C(F)(F)F)=O)C(=O)O 4-amino-6-fluoro-2-oxo-7-(trifluoromethyl)-1H-quinoline-3-carboxylic acid